N-(3-fluoro-4-{6-methoxy-7-[3-(4-methyl-1-piperidinyl)propoxy]quinolin-4-yloxy}phenyl)-3-oxo-4-(4-chlorophenyl)-3,4-dihydropyrazine-2-carboxamide FC=1C=C(C=CC1OC1=CC=NC2=CC(=C(C=C12)OC)OCCCN1CCC(CC1)C)NC(=O)C1=NC=CN(C1=O)C1=CC=C(C=C1)Cl